Imidazo[1,5-b]Isoquinolin-9(5H)-one C=1N=CN2CC3=CC=CC(C3=CC21)=O